ClC1=NC=C(C(=N1)NCCC1=C(C=CC=C1)C)C(=O)N 2-chloro-4-((2-methylphenylethyl)amino)pyrimidin-5-carboxamide